CC=1C=C(OCCCCN2C(=NC3=C2C=CC=C3)N3C(CCC3)=O)C=CC1C 1-(4-(3,4-dimethylphenoxy)butyl-1H-benzo[d]imidazol-2-yl)pyrrolidin-2-one